C(C=C)(=O)O.C(C=C)(=O)O.C(C=C)(=O)O.C([C@H](O)[C@H](O)CO)O Erythritol triacrylate